1-aminoimidazolidine NN1CNCC1